4-(6-((4-cyclopropyl-1-(4-(difluoromethyl)phenyl)-1H-1,2,3-triazol-5-yl)methoxy)-pyridazine-3-yl)piperazin-2-one C1(CC1)C=1N=NN(C1COC1=CC=C(N=N1)N1CC(NCC1)=O)C1=CC=C(C=C1)C(F)F